tert-butyl 4-(aminomethyl)-2-methylpiperidine-1-carboxylate NCC1CC(N(CC1)C(=O)OC(C)(C)C)C